NC=1C=C(C=C(C1)C(F)(F)F)[C@@H](C)NC1=NC(=NC2=CC(=C(C=C12)OC1CCN(CC1)CC1=C(C=CC=C1)N1C(NC(CC1)=O)=O)OC)C (R)-1-(2-((4-((4-((1-(3-amino-5-(trifluoromethyl)phenyl)ethyl)amino)-7-methoxy-2-methylquinazolin-6-yl)oxy)piperidin-1-yl)methyl)phenyl)dihydropyrimidine-2,4(1H,3H)-dione